COC1=CC2=C(CC(CO2)C(=O)NC2CCC(CC2)NC2=CC(=NC3=CC=C(C=C23)Cl)C(F)(F)F)C=C1 7-methoxy-N-[(1s,4s)-4-{[6-chloro-2-(trifluoromethyl)quinolin-4-yl]amino}cyclohexyl]-3,4-dihydro-2H-1-benzopyran-3-carboxamide